ClC=1C=C(C=C(C1)F)N1C=CC=2C(C(CCC12)(F)F)O 1-(3-chloro-5-fluorophenyl)-5,5-difluoro-4-hydroxy-4,5,6,7-tetrahydro-1H-indole